ClC=1C=C(C(=C(C1)OC(C1=CN=CC=C1)=O)O)C=NC(C(=O)OC)CC1=CC=C(C=C1)O 5-chloro-2-hydroxy-3-((3-(4-hydroxyphenyl)-1-methoxy-1-oxopropan-2-ylimino)methyl)phenyl-nicotinate